monopentadecylglycerol C(CCCCCCCCCCCCCC)C(CO)(O)CO